(5-bromo-3-pyridyl)-phenyl-methanone BrC=1C=C(C=NC1)C(=O)C1=CC=CC=C1